NC=1C(=C(C(=O)C2=CN(C3=NC=C(C=C32)C=3C=CC(=NC3)N3CCN(CC3)C(=O)OC(C)(C)C)C(C3=C(C=CC=C3Cl)Cl)=O)C=CC1)C#N tert-butyl 4-(5-(3-(3-amino-2-cyanobenzoyl)-1-(2,6-dichlorobenzoyl)-1H-pyrrolo[2,3-b]pyridin-5-yl)pyridin-2-yl)piperazine-1-carboxylate